6-Methyl-3-(4,4,5,5-tetramethyl-1,3,2-dioxaborolan-2-yl)pyridin-2-amine CC1=CC=C(C(=N1)N)B1OC(C(O1)(C)C)(C)C